FC(C1=CC2=C(C=N1)[C@@H](CO2)N)(F)F (S)-6-(trifluoromethyl)-2,3-dihydrofuro[3,2-c]pyridin-3-amine